((2R,3S,5R)-5-(6-amino-2-fluoro-9H-purin-9-yl)-2-ethynyl-2-(hydroxymethyl)tetrahydrofuran-3-yl) 2-(1-adamantyl)ethyl carbonate C(O[C@@H]1[C@](O[C@H](C1)N1C2=NC(=NC(=C2N=C1)N)F)(CO)C#C)(OCCC12CC3CC(CC(C1)C3)C2)=O